N-[5-(1H-benzimidazol-2-yl)-1H-pyrazol-3-yl]-3-chloro-4-(2-hydroxy-ethoxy)benzamide N1C(=NC2=C1C=CC=C2)C2=CC(=NN2)NC(C2=CC(=C(C=C2)OCCO)Cl)=O